C(CCC)C1=CC=C(C=C1)CCC1=CC2=C(S1)C1=CC=3C=CC4=C(SC=C4)C3C=C1C=C2 2-(2-(4-n-butylphenyl)ethyl)anthra[1,2-b:5,6-b']dithiophene